(3R)-3-ethyl-3-[5-[2-[4-(pentafluoro-λ6-sulfanyl)anilino]-3-pyridyl]-1,3,4-oxadiazol-2-yl]piperidin-2-one C(C)[C@]1(C(NCCC1)=O)C=1OC(=NN1)C=1C(=NC=CC1)NC1=CC=C(C=C1)S(F)(F)(F)(F)F